C(#C)C1=CC(N(C=2N=C(N=CC21)NC=2C=NN(C2)C2CCN(CC2)C)C2=CC=CC=C2)=O 5-ethynyl-2-((1-(1-methylpiperidin-4-yl)-1H-pyrazol-4-yl)amino)-8-phenylpyrido[2,3-d]pyrimidin-7(8H)-one